ClC=1C=C(C=CC1OCC1=CC(=CC=C1)F)NC1=NC=NC2=CC(=C(C=C12)[N+](=O)[O-])OCCN1CCOCC1 N-(3-chloro-4-((3-fluorobenzyl)oxy)phenyl)-7-(2-morpholinoethoxy)-6-nitroquinazolin-4-amine